pentyl N-[6-[[(z)-[(1-methyltetrazol-5-yl)-phenyl-methylene]amino]oxymethyl]-2-pyridyl]carbamate CN1N=NN=C1\C(\C1=CC=CC=C1)=N/OCC1=CC=CC(=N1)NC(OCCCCC)=O